C[Si](OC)(OC)OC Methyl-TrimethoxySilane